ethyl (S)-2-amino-3-(4-(3-(4-(8-chloro-5,6-dihydro-11H-benzo-[5,6]cyclohepta[1,2-b]pyridin-11-ylidene)-piperidin-1-yl)propoxy)phenyl)propan-oate trihydrochloride Cl.Cl.Cl.N[C@H](C(=O)OCC)CC1=CC=C(C=C1)OCCCN1CCC(CC1)=C1C2=C(CCC=3C1=NC=CC3)C=C(C=C2)Cl